(2S,4R)-4-hydroxy-N-((S)-1-(4-(4-methylthiazol-5-yl)phenyl)ethyl)-1-((S)-5,7,7-trimethyl-5,6,7,8-tetrahydro-4H-[1,2,3]triazolo[1,5-a][1,4]diazepine-8-carbonyl)pyrrolidine-2-carboxamide O[C@@H]1C[C@H](N(C1)C(=O)[C@@H]1C(CN(CC=2N1N=NC2)C)(C)C)C(=O)N[C@@H](C)C2=CC=C(C=C2)C2=C(N=CS2)C